N1C=C(C2=CC=CC=C12)C1=NC(=NC=C1)NC1=C(C=C(C(=C1)[N+](=O)[O-])N(CCN1CCCC1)C)OC N-(4-(1H-indol-3-yl)pyrimidin-2-yl)-2-methoxy-N4-methyl-5-nitro-N4-(2-(pyrrolidin-1-yl)ethyl)benzene-1,4-diamine